NC1=C(C=C(C(=C1)Br)F)C(CCl)=O 1-(2-amino-4-bromo-5-fluoro-phenyl)-2-chloro-ethanone